CC1=C(C(=O)N)C=CC=N1 2-methylnicotinamide